COC=1C=C(C=CC1)NC(=O)C=1C=C(C(=NC1)N1CCCCC1)Cl 3'-chloro-3,4,5,6-tetrahydro-2H-[1,2']bipyridinyl-5'-carboxylic acid (3-methoxy-phenyl)-amide